C(#N)[C@H](C[C@H]1C(NCC1)=O)NC([C@@H](NC(=O)C=1N=C(SC1)C(F)(F)F)CC(C)C)=O N-{(1S)-1-cyano-2-[(3S)-2-oxopyrrolidin-3-yl]ethyl}-N2-{[2-(trifluoromethyl)-1,3-thiazolyl]carbonyl}-L-leucinamide